phenyl-1,2-propandione C1(=CC=CC=C1)C(C(C)=O)=O